(3R)-3-amino-5-[(4-chlorophenyl)methyl]-7-[5-(5,5-difluoro-1-methyl-3-piperidyl)-1,2,4-oxadiazol-3-yl]-8-fluoro-1,1-dioxo-2,3-dihydro-1lambda6,5-benzothiazepin-4-one N[C@H]1CS(C2=C(N(C1=O)CC1=CC=C(C=C1)Cl)C=C(C(=C2)F)C2=NOC(=N2)C2CN(CC(C2)(F)F)C)(=O)=O